methyl-1-(8-bromopyrido[2,3-e][1,2,4]triazolo[4,3-a]pyrazin-4-yl)-N-methylazetidin-3-amine sulfate monohydrate O.S(=O)(=O)(O)O.CC1N(CC1NC)C=1C=2N(C3=C(N1)N=CC(=C3)Br)C=NN2